BrC=1C=C(C=CC1)SC (3-bromophenyl)(methyl)sulfane